C12C(C3CC(CC(C1)C3)C2)C(CC(=O)NC2=CC=CC=C2)C 3-(2-adamantyl)-N-phenylbutyramide